FC=1C(=C(C=CC1F)[C@H]1[C@@H](O[C@@]([C@H]1C)(C(F)(F)F)C)C(=O)NC1=CC(=NC(=C1)C)C(=O)N)OC 4-[[(2R,3s,4s,5s)-3-(3,4-difluoro-2-methoxy-phenyl)-4,5-dimethyl-5-(trifluoromethyl)tetrahydrofuran-2-carbonyl]amino]-6-methyl-pyridine-2-carboxamide